C(C)[N+](CCC)(C)CC N,N-diethyl-N-methyl-N-Propylammonium